C(C)(C)(C)OC(=O)C1=NC2=C(N1)C=CC(=C2)N 5-amino-1H-benzo[d]imidazole-2-carboxylic acid tert-butyl ester